N-[4-(4-Fluoro-1,3-benzoxazol-2-yl)phenyl]-2-methyloxazol-5-carboxamid FC1=CC=CC2=C1N=C(O2)C2=CC=C(C=C2)NC(=O)C2=CN=C(O2)C